3-benzenediazonium C1=CC(=CC=C1)[N+]#N